trans-[3-[[2-Fluoro-4-(trifluoromethyl)phenyl]methoxy]cyclobutyl]-[3-(1H-triazol-5-yl)pyrrolidin-1-yl]methanone FC1=C(C=CC(=C1)C(F)(F)F)CO[C@@H]1C[C@H](C1)C(=O)N1CC(CC1)C1=CN=NN1